dibenzyl (4-(bis(benzyloxy)phosphoryl)-2-(hydroxymethyl)-5-methoxyphenyl) phosphate P(=O)(OCC1=CC=CC=C1)(OCC1=CC=CC=C1)OC1=C(C=C(C(=C1)OC)P(=O)(OCC1=CC=CC=C1)OCC1=CC=CC=C1)CO